ClC1=C(C=C(C=C1)F)C=1C(=C(C=2N(N1)C=C(C2)C2=C(C=C(C=C2)OC)C)NC2CCC(CC2)NC)C(=N)N N'-trans-(2-chloro-5-fluoro-phenyl)-6-(4-methoxy-2-methyl-phenyl)-4-[[4-(methylamino)cyclohexyl]amino]pyrrolo[1,2-b]pyridazine-3-carboxamidine